C(C1=CC=CC=C1)OC=1C=CC2=C(OC(CO2)C(=O)N2CCN(CC2)CC2=CC=NC=C2)C1 (7-Benzyloxy-2,3-dihydro-benzo[1,4]dioxin-2-yl)-(4-pyridin-4-ylmethyl-piperazin-1-yl)-methanone